2-hydroxy-4-methyl-phenyl-undecylketone oxime OC1=C(C=CC(=C1)C)CCCCCCCCCCCC(CCCCCCCCCCCC1=C(C=C(C=C1)C)O)=NO